NC=1C=2N(C=CN1)C(=NC2C2=CC=C(C(=O)NC1=NC=CC(=C1)C(C)C)C=C2)[C@H]2N(CCC2)C(\C=C\CN(C)C)=O (S,E)-4-(8-amino-3-(1-(4-(dimethylamino)but-2-enoyl)pyrrolidin-2-yl)imidazo[1,5-a]pyrazin-1-yl)-N-(4-isopropylpyridin-2-yl)benzamide